CC=1SC2=NC(=CC=C2N1)C(CC)=O 1-(2-methylthiazolo[5,4-b]pyridin-5-yl)propan-1-one